C(C=C)(=O)OCC(C)C isobutyl (acrylate)